1-(4-(2-((1-propyl-1H-pyrazol-4-yl)amino)pyrimidin-4-yl)phenyl)imidazolidin-2-one C(CC)N1N=CC(=C1)NC1=NC=CC(=N1)C1=CC=C(C=C1)N1C(NCC1)=O